{3-[(3S)-3-amino-1,3-dihydrospiro[inden-2,4'-piperidin]-1'-yl]-6-[(2,3-dichloropyridin-4-yl)sulfanyl]pyrazin-2-yl}methanol N[C@@H]1C2=CC=CC=C2CC12CCN(CC2)C=2C(=NC(=CN2)SC2=C(C(=NC=C2)Cl)Cl)CO